N-[[2-(trifluoromethyl)pyrimidin-5-yl]methyl]cyclopropanamine FC(C1=NC=C(C=N1)CNC1CC1)(F)F